CC1=NC(=CC=C1O[C@@H]1C[C@H](CCC1)C(=O)O)C=1N=NN(C1CNC(=O)OC[C@H](CC)C)C (1S,3S)-3-((2-Methyl-6-(1-methyl-5-(((((S)-2-methylbutoxy)carbonyl)amino)methyl)-1H-1,2,3-triazol-4-yl)pyridin-3-yl)oxy)cyclohexanecarboxylic acid